tert-Butyl 2-{[2-(trifluoromethyl)pyridin-3-yl]oxy}-6-azaspiro[3.5]nonane-6-carboxylate FC(C1=NC=CC=C1OC1CC2(C1)CN(CCC2)C(=O)OC(C)(C)C)(F)F